(R)-3-(isoquinolin-4-yl)-1-(2-methylpyrimidin-5-yl)-2-oxoimidazoline-4-carbonitrile C1=NC=C(C2=CC=CC=C12)N1C(N(C[C@@H]1C#N)C=1C=NC(=NC1)C)=O